COC1=CC=C(CN(C2=NC(=C(C=C2)C(F)(F)F)[Sn](CCCC)(CCCC)CCCC)CC2=CC=C(C=C2)OC)C=C1 N,N-bis(4-methoxybenzyl)-6-(tributylstannyl)-5-(trifluoromethyl)pyridin-2-amine